(3R)-3-cyclopropyl-3-phenylpropionic acid C1(CC1)[C@@H](CC(=O)O)C1=CC=CC=C1